(S)-5-chloro-2-fluoro-3-((4-(1-fluoroethyl)-1-((6-(hydroxymethyl)-2-oxo-1,2-dihydropyridin-3-yl)methyl)-6-oxo-1,6-dihydropyrimidin-5-yl)oxy)benzonitrile ClC=1C=C(C(=C(C#N)C1)F)OC1=C(N=CN(C1=O)CC=1C(NC(=CC1)CO)=O)[C@H](C)F